methyl 3,7-dimethyl-2,6-octadienate CC(=CC(=O)OC)CCC=C(C)C